2-(4-bromo-2-chloro-5-methyl-phenyl)-2-methyl-propanenitrile BrC1=CC(=C(C=C1C)C(C#N)(C)C)Cl